CN(C12CCC(CC1)(CC2)C2(OC=1C(=C(C=3CCNC(C3C1C)=O)C)O2)C)C 2-(4-(dimethylamino)bicyclo[2.2.2]octan-1-yl)-2,4,9-trimethyl-7,8-dihydro-[1,3]dioxolo[4,5-g]isoquinolin-5(6H)-one